tert-butyl (6aS,8R)-2-chloro-8-hydroxy-6a,7,8,9-tetrahydropyrrolo[1',2':4,5]pyrazino[2,3-c]pyridazine-5(6H)-carboxylate ClC=1C=C2C(=NN1)N(C[C@H]1N2C[C@@H](C1)O)C(=O)OC(C)(C)C